2-(4,4-difluoroazepan-1-yl)-4-methyl-5-(1-methyl-1H-pyrazol-4-yl)nicotinamide FC1(CCN(CCC1)C1=C(C(=O)N)C(=C(C=N1)C=1C=NN(C1)C)C)F